(S)-3-hydroxy-2-pyrrolidinone O[C@@H]1C(NCC1)=O